C(C=C)(=O)N1[C@H](COC2(CC2)C1)C1=CC(=NC(=C1)Cl)C=1C=C(C(=O)NC)C=CC1 (S)-3-(4-(7-acryloyl-4-oxa-7-azaspiro[2.5]octan-6-yl)-6-chloropyridin-2-yl)-N-methylbenzamide